ClC=1C=C(C=C(C1)Cl)C1=CC(=C(C(=N1)OC=1C(=NC(=CC1)N1CCN(CC1)C)C)F)CN1CCC(CC1)CC(=O)O 2-(1-((6-(3,5-dichlorophenyl)-3-fluoro-2-((2-methyl-6-(4-methylpiperazin-1-yl)pyridin-3-yl)oxy)pyridin-4-yl)methyl)piperidin-4-yl)acetic acid